CC1=CC=C2C(=N1)C1(CN2)CN(CC1)C(=O)OC(C)(C)C tert-butyl 5'-methyl-1',2'-dihydrospiro[pyrrolidine-3,3'-pyrrolo[3,2-b]pyridine]-1-carboxylate